C(C)(CC)N1N=C(C(=C1C(C)(C)C)O)C(C)C 1-sec-butyl-5-tert-butyl-4-hydroxy-3-isopropyl-pyrazole